6-methyl-1-(1H-pyrazol-4-yl)piperidine-3-carbohydrazide CC1CCC(CN1C=1C=NNC1)C(=O)NN